[NH4+].[NH4+].C(OC1=C(C(=CC(=C1)CCCCC)O)[C@H]1[C@@H](CCC(=C1)C)C(=C)C)(OCCCOP(=O)(O)O)=O (1'R,2'R)-6-hydroxy-5'-methyl-4-pentyl-2'-(prop-1-en-2-yl)-1',2',3',4'-tetrahydro-[1,1'-biphenyl]-2-yl (3-(phosphonooxy) propyl) carbonate diammonium salt